C1(CC1)N1N=CC(=C1)C=1C=CC=2N(C1)C(=CN2)C2=CC=CC(=N2)NC2CC1(CNC1)C2 N-(6-(6-(1-cyclopropyl-1H-pyrazol-4-yl)imidazo-[1,2-a]pyridin-3-yl)-pyridin-2-yl)-2-azaspiro-[3.3]heptan-6-amine